(S)-6-(1-amino-1,3-dihydrospiro[indene-2,4'-piperidin]-1'-yl)-3-(2-(trifluoromethyl)-7,8-dihydroquinolin-5-yl)-1,5-dihydro-4H-pyrazolo[3,4-d]pyrimidin-4-one N[C@@H]1C2=CC=CC=C2CC12CCN(CC2)C=2NC(C1=C(N2)NN=C1C=1C=2C=CC(=NC2CCC1)C(F)(F)F)=O